1-(2-pyridyl)-8-chloro-6-fluoro-1,4-dihydro-7-(cyclobutyl-(methyl)amino)-4-oxo-3-quinolinecarboxylic acid N1=C(C=CC=C1)N1C=C(C(C2=CC(=C(C(=C12)Cl)N(C)C1CCC1)F)=O)C(=O)O